C(#N)C1=CC=C(C=C1)N(CCC1OCC2(CN(C2)C(=O)OC(C)(C)C)CO1)CC1=CC(=C(C=C1)C(F)(F)F)F tert-butyl 7-(2-((4-cyanophenyl)(3-fluoro-4-(trifluoromethyl)benzyl)amino)ethyl)-6,8-dioxa-2-azaspiro[3.5]nonane-2-carboxylate